FC1=CC=C(C=C1)S(=O)(=O)N1CC2=C(CC1)C=C(S2)C2=NOC(=N2)C(F)(F)F 3-(6-((4-fluorophenyl)sulfonyl)-4,5,6,7-tetrahydrothieno[2,3-c]pyridin-2-yl)-5-(trifluoromethyl)-1,2,4-oxadiazole